CN1CCN(CC1)C=1C=C(N)C=CC1 3-(4-methylpiperazine-1-yl)aniline